C(CCC=CCCC=CCC=C)O dodec-4,8,11-trien-1-ol